CN1CCN(CC1)C1=C(C=C(N)C=C1)C(F)(F)F 4-(4-methylpiperazin-1-yl)-3-(trifluoromethyl)aniline